(1r,4r)-4-((3-(4-(2-(2-aminopyridin-3-yl)-6-(4-fluorophenyl)-3H-imidazo[4,5-b]pyridin-3-yl)phenyl)azetidin-1-yl)methyl)cyclohexane-1-carboxylic acid NC1=NC=CC=C1C1=NC=2C(=NC=C(C2)C2=CC=C(C=C2)F)N1C1=CC=C(C=C1)C1CN(C1)CC1CCC(CC1)C(=O)O